COC(CCC(OC)OC)OC 1,1,4,4-tetramethoxybutane